NC(C(C(CC1=CC=CC=C1)NC(=O)C1=C(N=C(O1)C)C1=C(OC(=C1)C)C)=O)=O N-(4-amino-3,4-dioxo-1-phenylbutan-2-yl)-4-(2,5-dimethylfuran-3-yl)-2-methyloxazole-5-carboxamide